NCCC#N beta-aminopropionitrile